distyrylacetone C(=CC1=CC=CC=C1)C(C(C)=O)C=CC1=CC=CC=C1